4-[4-(3-carboxypropyl)phenyl]-4-oxobutanoic acid C(=O)(O)CCCC1=CC=C(C=C1)C(CCC(=O)O)=O